2-(4-phenylpiperidin-1-yl)benzo[4,5]imidazo[1,2-a]pyrimidine C1(=CC=CC=C1)C1CCN(CC1)C1=NC=2N(C=C1)C1=C(N2)C=CC=C1